C(C)(C)(C)OC(=O)N1CCC(CC1)OC=1C=C2C=CNC(C2=CC1)=O.ClCCCCC(=O)N(C1=CC=NN1)C 5-chloro-N-methyl-N-(1H-pyrazol-5-yl)pentanamide tert-butyl-4-((1-oxo-1,2-dihydroisoquinolin-6-yl)oxy)piperidine-1-carboxylate